(rac)-2-[6-amino-5-(trifluoromethyl)pyridin-3-yl]-N-[(1R)-1-(2-methylpyrimidin-5-yl)ethyl]-6,7-dihydrospiro[pyrazolo[5,1-c][1,4]oxazine-4,3'-pyrrolidine]-1'-carboxamide NC1=C(C=C(C=N1)C1=NN2C(=C1)[C@@]1(CN(CC1)C(=O)N[C@H](C)C=1C=NC(=NC1)C)OCC2)C(F)(F)F |&1:12|